COC1(C(N(C2=CC=CC=C12)C=1C=C(C=NC1)CC1=NNC(C2=CC=CC=C12)=O)=O)C 4-((5-(3-methoxy-3-methyl-2-oxoindolin-1-yl)pyridin-3-yl)methyl)phthalazin-1(2H)-one